4-amino-2-(trifluoromethoxy)phenol NC1=CC(=C(C=C1)O)OC(F)(F)F